ClC1=C(CNNC(=O)C2=CC3=CC=CC=C3C=C2)C=CC=C1 (E)-N'-(2-chlorobenzyl)-2-naphthoyl-hydrazine